ethyl 5-(2-fluoro-4-(4,4,5,5-tetramethyl-1,3,2-dioxaborolan-2-yl)benzyl)-4H-1,2,4-triazole-3-carboxylate FC1=C(CC=2NC(=NN2)C(=O)OCC)C=CC(=C1)B1OC(C(O1)(C)C)(C)C